C(C)(C)N1CCC(CC1)C=1N=NNC1 4-(1-isopropylpiperidin-4-yl)-1H-1,2,3-triazol